ClC1=CC2=C(N=C(N=C2NC(C)S(=O)(=O)N(C2=CC=CC=C2)C)N2CCNCC2)C=N1 ((6-chloro-2-(piperazin-1-yl)pyrido[3,4-d]pyrimidin-4-yl)amino)-N-methyl-N-phenylethane-1-sulfonamide